(1R,2S,5S)-N-[cyano-[1-(difluoromethyl)-2-oxo-4-quinolyl]methyl]-3-[(2S)-3,3-dimethyl-2-[(2,2,2-trifluoroacetyl)amino]butanoyl]-6,6-dimethyl-3-azabicyclo[3.1.0]hexane-2-carboxamide C(#N)C(NC(=O)[C@@H]1[C@H]2C([C@H]2CN1C([C@H](C(C)(C)C)NC(C(F)(F)F)=O)=O)(C)C)C1=CC(N(C2=CC=CC=C12)C(F)F)=O